BrC(C(=O)NCCCC)(F)F 2-bromo-N-butyl-2,2-difluoroacetamide